3-Bromo-4-methoxy-N-(4-(pyrrolidin-1-ylsulfonyl)phenyl)benzamide BrC=1C=C(C(=O)NC2=CC=C(C=C2)S(=O)(=O)N2CCCC2)C=CC1OC